FC=1C=NN2C1C=CC=C2C#N 3-fluoro-pyrazolo[1,5-a]Pyridine-7-carbonitrile